C(C1=CC=CC=C1)OC1=NC(=CC=C1C1=NN(C2=CC(=CC=C12)C1C(CN(CC1)C(=O)OC(C)(C)C)=O)C)OCC1=CC=CC=C1 Tert-butyl 4-[3-(2,6-dibenzyloxy-3-pyridyl)-1-methyl-indazol-6-yl]-3-oxo-piperidine-1-carboxylate